(1s,4s)-4-(8-(2-chloro-4,6-difluorophenylamino)-2-(cyclopentylamino)-9H-purin-9-yl)cyclohexanecarboxamide ClC1=C(C(=CC(=C1)F)F)NC=1N(C2=NC(=NC=C2N1)NC1CCCC1)C1CCC(CC1)C(=O)N